(2E)-2-[2-[[(E)-1-(2-fluorophenyl)ethylideneamino]oxymethyl]-3-methyl-phenyl]-2-methoxyimino-N-methyl-acetamide FC1=C(C=CC=C1)\C(\C)=N\OCC1=C(C=CC=C1C)\C(\C(=O)NC)=N/OC